N-(2-(1-(4-(2,4-dioxotetrahydropyrimidin-1(2H)-yl)-2-fluorobenzyl)piperidin-4-yl)-6-methoxy-2H-indazol-5-yl)-3-(trifluoromethyl)benzamide O=C1N(CCC(N1)=O)C1=CC(=C(CN2CCC(CC2)N2N=C3C=C(C(=CC3=C2)NC(C2=CC(=CC=C2)C(F)(F)F)=O)OC)C=C1)F